N-((1r,4r)-4-aminocyclohexyl)-2-(1H-imidazol-1-yl)-6-methylpyrimidine-4-carboxamide hydrochloride Cl.NC1CCC(CC1)NC(=O)C1=NC(=NC(=C1)C)N1C=NC=C1